3-(3-methyl-2-oxo-4-[[4-(piperidin-4-ylmethyl)piperidin-1-yl]methyl]-1,3-benzodiazol-1-yl)piperidine-2,6-dione hydrochloride Cl.CN1C(N(C2=C1C(=CC=C2)CN2CCC(CC2)CC2CCNCC2)C2C(NC(CC2)=O)=O)=O